8-bromo-2-[(2,6-difluorophenyl)methyl]-7-(4-fluorophenyl)-[1,2,4]Triazolo[1,5-c]Pyrimidin-5-amine BrC=1C=2N(C(=NC1C1=CC=C(C=C1)F)N)N=C(N2)CC2=C(C=CC=C2F)F